NC1=C(C(=O)N2CCC(CC2)N2C(NC3=NC=C(C=C32)C3CCN(CC3)CC(F)(F)F)=O)C=CC(=C1)OC(F)(F)F 1-[1-[2-amino-4-(trifluoromethoxy)benzoyl]-4-piperidyl]-6-[1-(2,2,2-trifluoroethyl)-4-piperidyl]-3H-imidazo[4,5-b]pyridin-2-one